C(CCCCCCCCCCCCCCCCCCCCCCCCCCCCC)(=O)OCCCCCCCCCCCCCCCC palmityl triacontanoate